FC=1C=CC(=C(C1)[C@@H]1N(CCC1)C(=O)OCC1=CC=CC=C1)O benzyl (R)-2-(5-fluoro-2-hydroxyphenyl)tetrahydropyrrole-1-carboxylate